C(#N)C(C(C(CC1C(NC2(C1)CCCCC2)=O)NC([C@H](CC2CCCCC2)NC(=O)C=2NC1=CC=CC=C1C2)=O)=O)=S2CCCC2 N-((2S)-1-((4-cyano-3-oxo-1-(2-oxo-1-azaspiro[4.5]decan-3-yl)-4-(tetrahydro-1λ4-thiophen-1-ylidene)butan-2-yl)amino)-3-cyclohexyl-1-oxopropan-2-yl)-1H-indole-2-carboxamide